2-chlorotritylphosphine ClC1=C(C(C2=CC=CC=C2)(C2=CC=CC=C2)P)C=CC=C1